C1(CC1)C(=O)NC1=NC=C(C(=O)N)C(=C1)NC1=C(C(=CC=C1)C=1C=NN(C1)C1CC2(CC2)CC1)OC 6-(cyclopropanecarboxamido)-4-((2-methoxy-3-(1-(spiro[2.4]heptan-5-yl)-1H-pyrazol-4-yl)phenyl)amino)nicotinamide